5-((2-methoxy-5-(prop-1-en-2-yl)pyridin-4-yl)methyl)pyrimidine-2,4-diamine COC1=NC=C(C(=C1)CC=1C(=NC(=NC1)N)N)C(=C)C